OC12C(N=C(N=C2NCCN1)N)=O 4a-hydroxytetrahydropterin